Cl.FC(C1=CC=C(OCCN)C=C1)(F)F 2-(4-(trifluoromethyl)phenoxy)ethan-1-amine, hydrochloride salt